NCC[C@H]1CN(CCO1)CCCC1=CC2=C(N(C(N2C)=O)C2C(NC(CC2)=O)=O)C=C1 3-[5-[3-[(2S)-2-(2-aminoethyl)morpholin-4-yl]propyl]-3-methyl-2-oxo-benzimidazol-1-yl]piperidine-2,6-dione